NC1=NC=2C=C(C=CC2C2=C1N=C(N2CC(C)(O)C)COCC)CC2=CC(=CC=C2)C2CCNCC2 1-(4-amino-2-(ethoxymethyl)-7-(3-(piperidin-4-yl)benzyl)-1H-imidazo[4,5-c]quinolin-1-yl)-2-methylpropan-2-ol